3-[1-({3-[2-(dimethylamino)ethoxy]-5,7-dimethyladamantan-1-yl}methyl)-5-methyl-1H-pyrazol-4-yl]pyridine-2-carboxylic acid CN(CCOC12CC3(CC(CC(C1)(C3)C)(C2)C)CN2N=CC(=C2C)C=2C(=NC=CC2)C(=O)O)C